tetracosyl n-octacosanoate C(CCCCCCCCCCCCCCCCCCCCCCCCCCC)(=O)OCCCCCCCCCCCCCCCCCCCCCCCC